[Cl-].C1C2=C3C(C[NH2+]C1)OCCC3=CC3=C2OCO3 2,3,4,4a,6,7-Hexahydro-1H-[1,3]dioxolo[4',5':6,7]isochromeno[1,8-cd]azepin-3-ium chloride